1-(benzo[C][1,2,5]thiadiazol-5-yl)-2-(6-methylpyridin-2-yl)ethane-1,2-dione N=1SN=C2C1C=CC(=C2)C(C(=O)C2=NC(=CC=C2)C)=O